methyl (8S)-1,4-dioxa-7-azaspiro[4.4]nonane-8-carboxylate O1CCOC12CN[C@@H](C2)C(=O)OC